2-(methoxymethoxy)-1,3-propanediol COCOC(CO)CO